NC1=NC=2C=C(C(=CC2C2=C1COC2)C(=O)N([C@@H]2COC1=C2C=CC(=C1)C=1C=NN(C1)C)C)F 4-amino-7-fluoro-N-methyl-N-((3S)-6-(1-methyl-1H-pyrazol-4-yl)-2,3-dihydro-1-benzofuran-3-yl)-1,3-dihydrofuro[3,4-c]quinoline-8-carboxamide